C(=O)(O)C1=CC=C(OCCCOC2=CC=C(C=C2)C(=O)O)C=C1 1,3-bis(p-carboxyphenoxy)propane